tert-Butyl-((7R)-2-(2-(1-(cyclopropylmethyl)-1H-indol-2-yl)-4-methoxy-3-methylbenzo[b]thiophene-6-carbonyl)-2-azabicyclo[2.2.1]heptan-7-yl)carbamate C(C)(C)(C)OC(N[C@H]1C2N(CC1CC2)C(=O)C=2C=C(C1=C(SC(=C1C)C=1N(C3=CC=CC=C3C1)CC1CC1)C2)OC)=O